propyl (((2-(((3S,6S,9aS)-5-oxo-3-(3-(pyridin-3-yl)azetidine-1-carbonyl)octahydro-1H-pyrrolo[1,2-a]azepin-6-yl)carbamoyl)benzo[b]thiophen-5-yl)methyl)(phenoxy) phosphoryl)glycinate O=C1[C@H](CCC[C@@H]2N1[C@@H](CC2)C(=O)N2CC(C2)C=2C=NC=CC2)NC(=O)C2=CC1=C(S2)C=CC(=C1)CP(=O)(OC1=CC=CC=C1)NCC(=O)OCCC